4-(1,2,2,2-tetrafluoroethyl)-1,1'-biphenyl FC(C(F)(F)F)C1=CC=C(C=C1)C1=CC=CC=C1